CN(C)CC=1C=CC=C(C1)O 5-[(dimethylamino)methyl]phenol